tert-butyl N-{[4-(5-bromofuran-2-amido)phenyl]methyl}carbamate BrC1=CC=C(O1)C(=O)NC1=CC=C(C=C1)CNC(OC(C)(C)C)=O